COC(CCCCCCCC1C(C1)CCCCCCCCC(CCCCCCC)OC(CCCN(C)C)=O)=O.BrC1=CC=C(C=2N(C(N(C21)C)=O)C2C(N(C(CC2)=O)CC2=CC=C(C=C2)OC)=O)F 3-(4-bromo-7-fluoro-3-methyl-2-oxo-benzimidazol-1-yl)-1-[(4-methoxyphenyl)methyl]piperidine-2,6-dione methyl-8-[2-(9-{[4-(dimethylamino)butanoyl]oxy}hexadecyl)cyclopropyl]octanoate